C(C)OC(=O)C1=NS(C2=C1C=C(C=C2)C2=CC=CC=C2)(=O)=O 5-phenylbenzo[D]isothiazole-3-carboxylic acid ethyl ester 1,1-dioxide